C(C)OC(C1=C(C=CC(=C1)N1[C@@H](CC(CC1)CC)C)[N+](=O)[O-])=O (R)-5-(4-ethyl-2-methylpiperidin-1-yl)-2-nitrobenzoic acid ethyl ester